3-((3-chloro-5-vinylisoquinolin-8-yl)oxy)azetidine-1-carboxylic acid benzyl ester C(C1=CC=CC=C1)OC(=O)N1CC(C1)OC=1C=CC(=C2C=C(N=CC12)Cl)C=C